4-bromo-2-[3-(nitromethyl)oxetan-3-yl]pyridine BrC1=CC(=NC=C1)C1(COC1)C[N+](=O)[O-]